dimethyl-N,N'-dioctylhexyl-ethoxy-malonamide CN(C(C(C(=O)N(CCCCCCCC)C)(OCC)CCCCCC)=O)CCCCCCCC